CC(C(=O)OCC)CC(CC=C)C ethyl 2,4-dimethyl-6-heptenoate